cis-3-hexenyl tiglate ((E)-(Z)-hex-3-en-1-yl 2-methylbut-2-enoate) C(C\C=C/CC)/C(=C(/C(=O)O)\C)/C.C(\C(\C)=C\C)(=O)OCC\C=C/CC